[Sn].[Bi].[Mg] magnesium bismuth tin